6-(5-chloro-2-fluorophenyl)-N-[(2,4-dimethoxyphenyl)methyl]-3-[(1-methylazetidin-3-yl)methoxy]pyridazin-4-amine ClC=1C=CC(=C(C1)C1=CC(=C(N=N1)OCC1CN(C1)C)NCC1=C(C=C(C=C1)OC)OC)F